[N+](=O)([O-])C1=CC=C(C=C1)[C@H](C)NC(=O)C=1C=C2C=CN(C2=CC1)CC1=C(C=CC=C1)C1=CC(=CC=C1)C(=O)OCC (S)-Ethyl 2'-((5-((1-(4-nitrophenyl)ethyl)carbamoyl)-1H-indol-1-yl)methyl)-[1,1'-biphenyl]-3-carboxylate